C(#N)C1=NC(=C2C(=N1)N(N=C2)[C@H]2[C@@H]([C@@H]([C@H](O2)CS(=O)(=O)CP(O)(O)=O)O)O)N[C@H](C)C2=CC=C(C=C2)F [(2S,3S,4R,5R)-5-[6-cyano-4-[[(1R)-1-(4-fluorophenyl)ethyl]-amino]pyrazolo[3,4-d]-pyrimidin-1-yl]-3,4-dihydroxy-tetrahydro-furan-2-yl]methyl-sulfonylmethylphosphonic acid